(S)-2-((5-fluoro-2-hydroxyphenyl)(1H-indole-2-yl)methyl)isoindolin-1-one FC=1C=CC(=C(C1)[C@H](N1C(C2=CC=CC=C2C1)=O)C=1NC2=CC=CC=C2C1)O